1,3-diisocyanato-2-methyl-cyclohexane N(=C=O)C1C(C(CCC1)N=C=O)C